2-[4-[3-[1-(5-chloropyrimidin-2-yl)-4-piperidyl]propoxy]-2-fluorophenyl]-1-[3-[[[(2S,3R,4R,5R)-2,3,4,5,6-pentahydroxyhexyl]amino]methyl]azetidin-1-yl]ethanone ClC=1C=NC(=NC1)N1CCC(CC1)CCCOC1=CC(=C(C=C1)CC(=O)N1CC(C1)CNC[C@@H]([C@H]([C@@H]([C@@H](CO)O)O)O)O)F